ethyl 1-(pyridin-3-yl)-4-{2-(trifluoromethyl) phenyl}-1H-pyrazole-3-carboxylate N1=CC(=CC=C1)N1N=C(C(=C1)C1=C(C=CC=C1)C(F)(F)F)C(=O)OCC